N-(2,6-dimethylpyrimidin-4-yl)-5-[3-[(3R,4S)-4-methoxypyrrolidin-3-yl]oxy-5-methyl-isoxazol-4-yl]pyrazolo[1,5-a]pyridin-2-amine CC1=NC(=CC(=N1)NC1=NN2C(C=C(C=C2)C=2C(=NOC2C)O[C@@H]2CNC[C@@H]2OC)=C1)C